2-(4-fluoro-2-(2-(2-(4-fluoro-5-(morpholinomethyl)-3-sulfamoyl-1H-pyrazol-1-yl)-2-methylpropoxy)pyridin-4-yl)-6-isopropylphenyl)acetic acid FC1=CC(=C(C(=C1)C(C)C)CC(=O)O)C1=CC(=NC=C1)OCC(C)(C)N1N=C(C(=C1CN1CCOCC1)F)S(N)(=O)=O